CC1=C(C2=C(N=N1)SC1=C2N=CN=C1N1CC(CC1)C(=O)NC1=CC=C(C=C1)C(F)(F)F)C 1-(3,4-dimethylpyrimido[4',5':4,5]thieno[2,3-c]pyridazin-8-yl)-N-[4-(trifluoromethyl)phenyl]pyrrolidine-3-carboxamide